COC(NC1=NC=CC(=C1F)C1=NC(=C(C=C1)OC[C@@](CC(C)C)(C)N)C)=O (S)-(5-((2-amino-2,4-dimethylpentyl)oxy)-3'-fluoro-6-methyl-[2,4'-bipyridinyl]-2'-yl)carbamic acid methyl ester